rel-(R)-1-(4-Chloro-2-(pyrrolidin-2-yl)benzyl)-2-thioxo-1,2,3,5-tetrahydro-4H-pyrrolo[3,2-d]pyrimidin-4-one ClC1=CC(=C(CN2C(NC(C3=C2C=CN3)=O)=S)C=C1)[C@@H]1NCCC1 |o1:19|